CS(=O)(=O)OC1CC2CCC(C1)N2C(=O)OC(C)(C)C tert-Butyl 3-((methylsulfonyl)oxy)-8-azabicyclo[3.2.1]octane-8-carboxylate